(Z)-11-(((2-methylbut-1-en-1-yl)oxy)methyl)tricosane C/C(=C/OCC(CCCCCCCCCC)CCCCCCCCCCCC)/CC